N4-(4-chlorophenyl)-2-(trifluoromethyl)benzene-1,4-diamine ClC1=CC=C(C=C1)NC1=CC(=C(C=C1)N)C(F)(F)F